NC1=C2N(C(N(C2=NC(=N1)NC1=C(C=C(C(=C1)F)S(=O)(=O)C)F)C(C)C)=O)C1=C2C=NNC2=C(C=C1)F 6-amino-2-{[2,5-difluoro-4-(methylsulfonyl)phenyl]amino}-7-(7-fluoro-1H-indazol-4-yl)-9-isopropyl-7,9-dihydro-8H-purin-8-one